C1(=CC=CC=C1)C1=CC(=NC2=CC=C(C=C12)\C=C\C1=CC=CC=C1)N1CC(CC1)C(=O)O (E)-1-(4-phenyl-6-styrylquinolin-2-yl)pyrrolidine-3-carboxylic acid